C(C)(C)OC=1C=CC(=NC1)C=1N=C(SC1)NC1=NC=C(C=C1S(=O)(=O)N(C)C)C(F)(F)F 2-(4-(5-isopropoxypyridin-2-yl)thiazol-2-ylamino)-N,N-dimethyl-5-(trifluoromethyl)pyridine-3-sulfonamide